ClC1=C(NC(=C1Cl)C)C(=O)NC1=C(C=C(C=C1)C1=NN=NN1)N1CC(CCC1)CNC(OC(C)(C)C)=O tert-butyl ((1-(2-(3,4-dichloro-5-methyl-1H-pyrrole-2-carboxamido)-5-(1H-tetrazol-5-yl)phenyl)piperidin-3-yl)methyl)carbamate